6-[[(1S)-4-bromoindan-1-yl]amino]-2-methoxy-5-(trifluoromethyl)pyridine-3-carbonitrile BrC1=C2CC[C@@H](C2=CC=C1)NC1=C(C=C(C(=N1)OC)C#N)C(F)(F)F